C(#N)C1=CC(=C(COC2=CC=C3CCN(C(C3=C2)=O)CC2=NC3=C(N2C[C@H]2OCC2)C=C(C=C3)C(=O)OC)C=C1)F methyl (S)-2-((7-((4-cyano-2-fluorobenzyl) oxy)-1-oxo-3,4-dihydroisoquinolin-2(1H)-yl) methyl)-1-((oxetan-2-yl) methyl)-1H-benzo[d]imidazole-6-carboxylate